O=C1CN(C2(CN(C2)C(=O)OC(C)(C)C)CN1)C(=O)OCC1C2=CC=CC=C2C=2C=CC=CC12 5-((9H-fluoren-9-yl)methyl) 2-(tert-butyl) 7-oxo-2,5,8-triazaspiro[3.5]nonane-2,5-dicarboxylate